((E)-2-((2R,3S,4R,5R)-5-(3-benzoyl-2,4-dioxo-3,4-dihydropyrimidin-1(2H)-yl)-3-hydroxy-4-(methoxymethyl) tetrahydrofuran-2-yl) vinyl) phosphonate P(O\C=C\[C@H]1O[C@H]([C@@H]([C@@H]1O)COC)N1C(N(C(C=C1)=O)C(C1=CC=CC=C1)=O)=O)([O-])=O